ClC1=NC=2N([C@H](C(NC2C(=N1)C)=O)CC)C (7S)-2-chloro-7-ethyl-4,8-dimethyl-7,8-dihydropteridin-6(5H)-one